6-Bromo-8-cyclopentyl-2-[5-(3,5-dimethyl-piperazin-1-yl)-pyridin-2-ylamino]-5-methyl-8H-pyrido[2,3-d]pyrimidin-7-one BrC1=C(C2=C(N=C(N=C2)NC2=NC=C(C=C2)N2CC(NC(C2)C)C)N(C1=O)C1CCCC1)C